N-(4-(2-(Pyridin-2-ylamino)thiazol-4-yl)phenyl)butyramid N1=C(C=CC=C1)NC=1SC=C(N1)C1=CC=C(C=C1)NC(CCC)=O